6-isopropyl-5-(8-methoxy-[1,2,4]triazolo[1,5-a]pyridin-6-yl)-2-(1-neopentylpiperidin-4-yl)-4H-pyrrolo[3,2-d]thiazole C(C)(C)C1=C(NC2=C1N=C(S2)C2CCN(CC2)CC(C)(C)C)C=2C=C(C=1N(C2)N=CN1)OC